C(C1=CC=CC=C1)OC(=O)N1CC2(C1)OCC(CO2)C 7-Methyl-5,9-dioxa-2-azaspiro[3.5]nonane-2-carboxylic acid benzyl ester